tert-butyl ((R)-1-(((3S,5S)-1-benzyl-5-((6-(4-fluorophenyl)-1H-indole-2-carboxamido)methyl)pyrrolidin-3-yl)amino)-3-methyl-1-oxobutan-2-yl)carbamate C(C1=CC=CC=C1)N1C[C@H](C[C@H]1CNC(=O)C=1NC2=CC(=CC=C2C1)C1=CC=C(C=C1)F)NC([C@@H](C(C)C)NC(OC(C)(C)C)=O)=O